N(C1=CC=CC=C1)C(C1=CC=C2C=CC(=NC2=C1O)C)C1=CC=CC=C1 7-[anilino(phenyl)methyl]-2-methylquinolin-8-ol